CN(C(CC1=NC=C2N1C=C(C=C2)C)C)C N,N-dimethyl-1-(6-methylimidazo[1,5-a]pyridin-3-yl)propan-2-amine